(S)-N-((S)-1-([1,1'-biphenyl]-4-yl)ethyl)-2-methylpropane-2-sulfinamide C1(=CC=C(C=C1)[C@H](C)N[S@@](=O)C(C)(C)C)C1=CC=CC=C1